N1C(=NC2=C1C=CC=C2)[C@H](N2C(C1=CC(=CC=C1C2)C2=CC=C(C=C2)C2CCN(CC2)C)=S)C2=C(C=CC(=C2)F)O 2-[(R)-1H-benzimidazol-2-yl-(5-fluoro-2-hydroxy-phenyl)methyl]-6-[4-(1-methyl-4-piperidinyl)phenyl]isoindoline-1-thione